6-chloro-4-iodobenzyl nicotinate C(C1=CN=CC=C1)(=O)OCC1=CC=C(C=C1Cl)I